C(C)OC(C1=CC=C(C=C1)CNC=1N=C(C2=C(N1)CCN(C2)CC2=CC=CC=C2)OC2=C(C=C(C=C2C)C#N)C)=O 4-(((6-benzyl-4-(4-cyano-2,6-dimethylphenoxy)-5,6,7,8-tetrahydropyrido[4,3-d]pyrimidin-2-yl)amino)methyl)benzoic acid ethyl ester